C(C)(C)(C)OC(=O)NC1(CCCC1)C1=NN=C(O1)C=1C=CC2=C(N(C([C@H](CS2)NC(OC(C)(C)C)=O)=O)CC2=CC=C(C=C2)OC(F)(F)F)C1 tert-butyl N-[(3R)-7-[5-[1-(tert-butoxycarbonylamino)cyclopentyl]-1,3,4-oxadiazol-2-yl]-4-oxo-5-[[4-(trifluoromethoxy)phenyl]methyl]-2,3-dihydro-1,5-benzothiazepin-3-yl]carbamate